6-(2-(ethyl(isopropyl)carbamoyl)-4-fluorophenoxy)-1,2,4-triazine C(C)N(C(=O)C1=C(OC2=CN=CN=N2)C=CC(=C1)F)C(C)C